ClC=1C(=C(C=CC1)C(C(=O)O)(F)F)SC 2-(3-chloro-2-(methylthio)phenyl)-2,2-difluoroacetic acid